CN1N=CC=2C(=NC=CC21)C#N 1-methyl-1H-pyrazolo[4,3-c]pyridine-4-carbonitrile